(4-aminophenyl)(morpholinyl)methane NC1=CC=C(C=C1)CN1CCOCC1